OC=1C=C(C=CC1O)C1=NOC(=N1)C1=CC=CC=C1 3-(3,4-Dihydroxyphenyl)-5-phenyl-1,2,4-oxadiazole